N-(4-{1-[(2,5-dimethoxyphenyl)carbonyl]piperidin-4-yl}butyl)-1H-pyrrolo[3,2-c]pyridine-2-carboxamide COC1=C(C=C(C=C1)OC)C(=O)N1CCC(CC1)CCCCNC(=O)C1=CC=2C=NC=CC2N1